3-methyl-4-phenyl-2,5-furandione CC=1C(OC(C1C1=CC=CC=C1)=O)=O